FC1=C(C(=CC=C1)F)C1=CC(=C(N=N1)C(=O)N)NC1=CC=C(C=C1)C(NC1CCNCC1)=O 6-(2,6-difluorophenyl)-4-((4-(piperidine-4-ylcarbamoyl)phenyl)amino)pyridazine-3-carboxamide